[Sn].[Cu].[Ag] silver copper tin